C(CC)(=O)OC=1C(=NC=CC1OC)C(N[C@@H](C)C=1SC(=NN1)C1=CC=C(C=C1)C(C)C)=O (S)-2-((1-(5-(4-isopropylphenyl)-1,3,4-thiadiazol-2-yl)ethyl)carbamoyl)-4-methoxypyridin-3-yl propionate